ClC1=C(C(=CC=C1)Cl)N1CC(C1)C1=CC(=C(C=C1)C(C)N1CCC(CC1)C(=O)O)C (1-(4-(1-(2,6-dichlorophenyl)azetidin-3-yl)-2-methylphenyl)ethyl)-piperidine-4-carboxylic acid